N-(2,4-difluorobenzyl)-N-hydroxy-2,2-dimethylbutyramide FC1=C(CN(C(C(CC)(C)C)=O)O)C=CC(=C1)F